1-(2-(4-(2,3-dihydrobenzofuran-6-yl)-1H-imidazol-2-yl)piperidin-1-yl)-2-(methylthio)propan-1-one O1CCC2=C1C=C(C=C2)C=2N=C(NC2)C2N(CCCC2)C(C(C)SC)=O